(1R,2S)-2-{3-[(5-chloro-2-methyl-1,3-benzoxazol-6-yl)amino]-1H-indazol-6-yl}-5'-methoxyspiro[cyclopropane-1,3'-indol]-2'(1'H)-one ClC=1C(=CC2=C(N=C(O2)C)C1)NC1=NNC2=CC(=CC=C12)[C@@H]1C[C@@]12C(NC1=CC=C(C=C21)OC)=O